FC(CC1=CC2=C(S1)[C@@]1(C[C@@H](N(CC1)C[C@@H](C(=O)NC)O)C)OCC2)F (2S)-3-[(2'S,7R)-2-(2,2-difluoroethyl)-2'-methyl-spiro[4,5-dihydrothieno[2,3-c]pyran-7,4'-piperidine]-1'-yl]-2-hydroxy-N-methyl-propanamide